[6,7-dimethyl-4-(methylamino)-1,3-dihydro-2H-pyrrolo[3,4-c]pyridin-2-yl][(3R)-tetrahydrofuran-3-yl]methanone CC1=C(C2=C(C(=N1)NC)CN(C2)C(=O)[C@H]2COCC2)C